3-phenyl-3H-2-benzofuran-1-thione C1(=CC=CC=C1)C1OC(C2=C1C=CC=C2)=S